ClC1=CC2=C(N=C(N=C2N2CCN(CC2)C(=O)OC(C)(C)C)SC)C(=N1)OC1=C2C=NN(C2=CC(=C1Cl)F)C1OCCCC1 tert-butyl 4-[6-chloro-8-(5-chloro-6-fluoro-1-tetrahydropyran-2-yl-indazol-4-yl)oxy-2-methylsulfanyl-pyrido[3,4-d]pyrimidin-4-yl]piperazine-1-carboxylate